6-bromo-3-(chloromethyl)-1-methyl-1H-indazol BrC1=CC=C2C(=NN(C2=C1)C)CCl